tetrahydro-1H,1'H-2,2'-biimidazole N1C(NCC1)C=1NC=CN1